ClC1([C@H]([C@@H]1C1=CC(=CC(=C1)Cl)Cl)C(=O)NC1=CC(=C(C=C1)Cl)C(=O)NNC=1N=NC(=CC1)Cl)Cl Trans-2,2-dichloro-N-(4-chloro-3-(2-(6-chloropyridazin-3-yl)hydrazine-1-carbonyl)phenyl)-3-(3,5-dichlorophenyl)cyclopropane-1-carboxamide